ClC=1C=C(C(=O)N)C=CC1CCNC(C(=O)C1=CNC2=CC(=CC=C12)C=1C=NN(C1)C)C1=CC=CC=C1 3-chloro-4-(2-((2-(6-(1-methyl-1H-pyrazol-4-yl)-1H-indol-3-yl)-2-oxo-1-phenyleth-yl)amino)eth-yl)benzamide